C1(CC1)S(=O)OCOCC1=CC=CC=C1.[Na] sodium 1-((benzyloxy) methyl) cyclopropane-1-sulfinate